platinum, palladium salt [Pd].[Pt]